C(C)(CC)C(C(CC)C)(CC(CC(C(CC)C)(O)C(C)CC)C(C(CC)C)(O)C(C)CC)O 4,8-Di-sec-butyl-6-(1-sec-butyl-1-hydroxy-2-methyl-butyl)-3,9-dimethyl-undecane-4,8-diol